C(C)(C)N1C(CNCC1)=O isopropylpiperazin-2-one